N-(oct-4-en-1-ylmethyl)-4-(methylthio)aniline methyl-6-[1,1-bis(trideuteriomethyl)but-3-enylamino]-3-nitro-5-(trifluoromethyl)pyridine-2-carboxylate COC(=O)C1=NC(=C(C=C1[N+](=O)[O-])C(F)(F)F)NC(CC=C)(C([2H])([2H])[2H])C([2H])([2H])[2H].C(CCC=CCCC)CNC1=CC=C(C=C1)SC